FC(C=1C(=CNC(C1)=O)C(=O)NC1=C(C=C(C(=C1)C1=CC(=C(C=C1)N1CCOCC1)F)F)N1C[C@H](N([C@H](C1)C)C)C)F |r| 4-(difluoromethyl)-N-[4-fluoro-5-(3-fluoro-4-morpholin-4-ylphenyl)-2-[rac-(3R,5S)-3,4,5-trimethylpiperazin-1-yl]phenyl]-6-oxo-1H-pyridine-3-carboxamide